ClC=1C=C(C=CC1F)NC(N(C)C1C=2C3=C(C(NC2CN(C1)CCO)=O)C=C(C=C3)F)=O 3-(3-Chloro-4-fluorophenyl)-1-(8-fluoro-3-(2-hydroxyethyl)-6-oxo-1,2,3,4,5,6-hexahydrobenzo[c][1,7]naphthyridin-1-yl)-1-methylurea